(S)-4-(8-(4-bromo-3-(trifluoromethyl)benzoyl)-2-fluoro-3-isobutyl-7-methyl-5-oxo-6,7,8,9-tetrahydropyrazolo[1,5-a]pyrido[4,3-e]pyrimidin-4(5H)-yl)-N-methylbenzamide BrC1=C(C=C(C(=O)N2CC3=C(C(N(C=4N3N=C(C4CC(C)C)F)C4=CC=C(C(=O)NC)C=C4)=O)C[C@@H]2C)C=C1)C(F)(F)F